COC1=NC=C(C=N1)NC1=NC=CC2=CC(=CC=C12)OCC1(COC1)C N-(2-methoxypyrimidin-5-yl)-6-((3-methyloxetan-3-yl)methoxy)isoquinolin-1-amine